FC1=C(C=CC(=C1)OC(F)(F)F)CO [2-fluoro-4-(trifluoromethoxy)phenyl]methanol